4-FLUORO-3-(PYRROLIDINE-1-CARBONYL)PHENYLBORONIC ACID FC1=C(C=C(C=C1)B(O)O)C(=O)N1CCCC1